CC1=C(C(=CC=C1)C)C1=CC=2OC3CCCN(CCNC=4C=CC=C([SH4]NC(=N1)N2)C4)C3 5-(2,6-Dimethylphenyl)-2-oxa-9λ6-thia-6,8,15,18,24-pentaazatetracyclo[16.3.1.13,7.110,14]tetracosa-3(24),4,6,10,12,14(23)-hexaene